5-(3,3-difluorocyclobutyl)-3-(3-fluoro-4-methyl-5-nitrophenyl)-1,2,4-oxadiazole FC1(CC(C1)C1=NC(=NO1)C1=CC(=C(C(=C1)[N+](=O)[O-])C)F)F